(S)-6-(3-(methylamino)pyrrolidin-1-yl)-N-(6-(o-tolyl)-5-(trifluoromethyl)pyridin-2-yl)pyridine-2-sulfonamide hydrochloride Cl.CN[C@@H]1CN(CC1)C1=CC=CC(=N1)S(=O)(=O)NC1=NC(=C(C=C1)C(F)(F)F)C1=C(C=CC=C1)C